tert-butyl 1-methyl-7-[4-[[(2S,6R)-4-(8-cyano-5-quinolyl)-6-methyl-morpholin-2-yl]methyl]piperazin-1-yl]-3,4-dihydro-1H-2,6-naphthyridine-2-carboxylate CC1N(CCC2=CN=C(C=C12)N1CCN(CC1)C[C@H]1CN(C[C@H](O1)C)C1=C2C=CC=NC2=C(C=C1)C#N)C(=O)OC(C)(C)C